C(C)(C)(C)COC(=O)N1CC(C1)C(=O)O 1-(tert-butylmethoxycarbonyl)azetidine-3-carboxylic acid